(S)-5-(4-bromo-3-(trifluoromethyl)phenyl)-6-(methyl-d3)-3,6-dihydro-2H-1,3,4-oxadiazin-2-one-6-d BrC1=C(C=C(C=C1)C1=NNC(O[C@@]1([2H])C([2H])([2H])[2H])=O)C(F)(F)F